C(C1=CC=CC=C1)C1=C(SC2=C1CN([C@H](C=1N2C(=NN1)C)C)CC1CC1)C (S)-3-benzyl-5-(cyclopropylmethyl)-2,6,9-trimethyl-5,6-dihydro-4H-thieno[3,2-f][1,2,4]triazolo[4,3-a][1,4]diazepine